2-(hydroxymethyl)benzothiazole OCC=1SC2=C(N1)C=CC=C2